COC(=O)C1=NC=2N(C(=C1)Cl)N=C(C2)Br.C[C@H]2CN(CCN2)C(=O)C2=CC(=NC=C2)C (S)-(3-methylpiperazin-1-yl)(2-methylpyridine-4-yl)methanone Methyl-2-bromo-7-chloropyrazolo[1,5-a]pyrimidine-5-carboxylate